benzotriazoledi-octylamine N1N=NC=2C1=CC=C(C2CCCCCCCCN)CCCCCCCCN